C(#C)P(OCCC#C)OCCC#C Di-(3-Butynyl) Ethynylphosphonite